tert-butyl 4-benzyl-4,7-diazaspiro[2.5]octane-7-carboxylate C(C1=CC=CC=C1)N1C2(CC2)CN(CC1)C(=O)OC(C)(C)C